pyridinium ammonium salt [NH4+].[NH+]1=CC=CC=C1